C(C)(C)(C)OC(NCC#CC1=NN2C(C=CC=C2Cl)=C1C=C)=O N-(3-(7-chloro-3-vinylpyrazolo[1,5-a]pyridin-2-yl)prop-2-yn-1-yl)carbamic acid tert-butyl ester